(E)-2-(2,6-dioxopiperidin-3-yl)-5-(4-(3-(5-(4-(1-(4-hydroxyphenyl)-2-phenylbut-1-en-1-yl)phenyl)-2H-tetrazol-2-yl)propyl)piperazin-1-yl)isoindoline-1,3-dione O=C1NC(CCC1N1C(C2=CC=C(C=C2C1=O)N1CCN(CC1)CCCN1N=C(N=N1)C1=CC=C(C=C1)/C(=C(/CC)\C1=CC=CC=C1)/C1=CC=C(C=C1)O)=O)=O